(1-(2-((8-(((1,1,1,3,3,3-Hexafluoropropan-2-yl)oxy)carbonyl)-1,8-diazaspiro[4.5]decan-1-yl)methyl)-5-(trifluoromethyl)phenyl)piperidin-4-yl)-L-proline FC(C(C(F)(F)F)OC(=O)N1CCC2(CCCN2CC2=C(C=C(C=C2)C(F)(F)F)N2CCC(CC2)N2[C@@H](CCC2)C(=O)O)CC1)(F)F